C1(CCC(N1OC(=O)C1=CC(C(C)C=C1)(SSC1=NC=CC=C1)C)=O)=O 4-succinimidyl-oxycarbonyl-2-methyl-2-(2-pyridyldithio)-toluene